ClC1=CN=C(C(=C1C(=O)O)F)C1CCC(CC1)(F)F 5-chloro-2-(4,4-difluorocyclohexyl)-3-fluoroisonicotinic acid